2-(3-Chlorophenyl)benzofuran Ethyl-(E)-4-{[3-(9-chloro-5,6-dihydro-11H-pyrimido[4,5-b][1]benzazepin-11-yl)propyl]amino}but-2-enoate C(C)OC(\C=C\CNCCCN1C2=C(CCC3=C1C=C(C=C3)Cl)C=NC=N2)=O.ClC=2C=C(C=CC2)C=2OC3=C(C2)C=CC=C3